[K+].N1C=C(C2=CC=CC=C12)S(=O)(=O)[O-] 3-indolesulfonate potassium salt